CN(C1(CCC2(CN(C(N2CC2CCOCC2)=O)CC2=CC=C(C=C2)OC)CC1)C1=CC=CC=C1)C cis-8-dimethylamino-3-[(4-methoxyphenyl)-methyl]-8-phenyl-1-(tetrahydro-pyran-4-yl-methyl)-1,3-diazaspiro[4.5]decan-2-one